[6-(3-cyclopropyl-1H-1,2,4-triazol-5-yl)-2-azaspiro[3.3]heptan-2-yl]-[3-[3-(3-methyl-1H-pyrazol-5-yl)-1-bicyclo[1.1.1]pentanyl]azetidin-1-yl]methanone C1(CC1)C1=NNC(=N1)C1CC2(CN(C2)C(=O)N2CC(C2)C23CC(C2)(C3)C3=CC(=NN3)C)C1